(S)-4-(2-(2-(1-(3,4-difluorophenyl)-6-oxapiperidin-2-yl)-5-(3,5-dimethylisoxazol-4-yl)-1H-benzo[d]imidazol-1-yl)thiazol-4-yl)-N-methylbenzenesulfonamide FC=1C=C(C=CC1F)N1[C@@H](CCCO1)C1=NC2=C(N1C=1SC=C(N1)C1=CC=C(C=C1)S(=O)(=O)NC)C=CC(=C2)C=2C(=NOC2C)C